N-[2-(6-keto-7-oxa-2,5-diazaspiro[3.4]octane-2-carbonyl)-2-azaspiro[3.3]heptan-6-yl]-3-(trifluoromethyl)benzenesulfonamide O=C1NC2(CN(C2)C(=O)N2CC3(C2)CC(C3)NS(=O)(=O)C3=CC(=CC=C3)C(F)(F)F)CO1